7-(methylamino)-2,6-naphthyridin CNC1=NC=C2C=CN=CC2=C1